Trans-5-[6-[2-(3-pyridylmethyl)quinuclidin-3-yl]oxy-3-pyridinyl]-1H-indole N1=CC(=CC=C1)CC1N2CCC(C1OC1=CC=C(C=N1)C=1C=C3C=CNC3=CC1)CC2